(4-((2S,4S)-4-ethoxy-1-((5-methoxy-7-methyl-1H-indol-4-yl)methyl)piperidin-2-yl)benzoyl)alanine C(C)O[C@@H]1C[C@H](N(CC1)CC1=C2C=CNC2=C(C=C1OC)C)C1=CC=C(C(=O)N[C@@H](C)C(=O)O)C=C1